N-cyclopentyl-2-(5-(trifluoromethyl)-1,2,4-oxadiazol-3-yl)-6,7-dihydrothieno[3,2-c]pyridine-5(4H)-carboxamide C1(CCCC1)NC(=O)N1CC2=C(CC1)SC(=C2)C2=NOC(=N2)C(F)(F)F